(S)-3-(4-(cyanomethyl)phenyl)-2-(methylamino)propanoic acid C(#N)CC1=CC=C(C=C1)C[C@@H](C(=O)O)NC